ClCOC(O)=O.C(CCCCCCC\C=C\CCCCCCCC)(=O)O (E)-octadeca-9-enoic acid chloromethyl-carbonate